C(C)(C)(C)O[Mo]OC(C)(C)C bis-tert-butoxymolybdenum